3-[5-(propan-2-yl)-1H-pyrazole-3-carbonyl]-3-azabicyclo[3.1.0]hexane-6-carboxamide CC(C)C1=CC(=NN1)C(=O)N1CC2C(C2C1)C(=O)N